ClC1=C(C=CC(=C1)Cl)C=1COC2=CC(=CC=C2C1C1=CC=C(C=C1)O[C@@H]1CN(CC1)CCCF)O 3-(2,4-dichlorophenyl)-4-[4-[(3S)-1-(3-fluoropropyl)pyrrolidin-3-yl]oxyphenyl]-2H-chromen-7-ol